FC1=CC=CC=2N1N=C(C2)[C@H]2N(CCC1=C2N=CN1)C(=O)C=1OC(=NN1)C=1C(=NC=CC1)C (S)-(4-(7-fluoropyrazolo[1,5-a]pyridin-2-yl)-6,7-dihydro-1H-imidazo[4,5-c]pyridin-5(4H)-yl)(5-(2-methylpyridin-3-yl)-1,3,4-oxadiazol-2-yl)methanone